C(C)(C)(C)N(C(O)=O)[C@@H](C(=O)N[C@@H](CCCC1=CC=C(C=C1)OC)B1OC(C(O1)(C)C)(C)C)COC.C(C)(C)(C)[Si](OC)(OC)C(C)(C)C di(tert-butyl)dimethoxysilane tert-butyl-((R)-3-methoxy-1-(((R)-4-(4-methoxyphenyl)-1-(4,4,5,5-tetramethyl-1,3,2-dioxaborolan-2-yl)butyl)amino)-1-oxopropan-2-yl)carbamate